(2-chloro-[1,1'-biphenyl]-4-yl)methanamine ClC1=C(C=CC(=C1)CN)C1=CC=CC=C1